tert-Butyl (3-cyano-7-fluoro-4-(5-fluoro-3-((S)-1-((S)-1-methylpyrrolidin-2-yl)ethoxy)-7,9-dihydrofuro[3,4-f]quinazolin-6-yl)thieno[3,2-c]pyridin-2-yl)carbamate C(#N)C1=C(SC2=C1C(=NC=C2F)C=2C1=C(C=3C=NC(=NC3C2F)O[C@@H](C)[C@H]2N(CCC2)C)COC1)NC(OC(C)(C)C)=O